[4-[2-(3-amino-1-bicyclo[1.1.1]pentanyl)-3H-imidazo[4,5-b]pyridin-7-yl]-1-piperidyl]-[2-amino-4-(trifluoromethoxy)phenyl]methanone NC12CC(C1)(C2)C2=NC=1C(=NC=CC1C1CCN(CC1)C(=O)C1=C(C=C(C=C1)OC(F)(F)F)N)N2